ClC=1C=C2C(O[C@@H](C2=CC1)[C@H]1C[C@H]([C@H]2[C@@H]1OC(O2)(C)C)N2C=CC1=C2N=CN=C1NC(OC(C)(C)C)=O)=O tert-butyl N-[7-[(3aS,4R,6R,6aR)-6-[(1R)-5-chloro-3-oxo-1H-isobenzofuran-1-yl]-2,2-dimethyl-4,5,6,6a-tetrahydro-3aH-cyclopenta[d][1,3]dioxol-4-yl]pyrrolo[2,3-d]pyrimidin-4-yl]carbamate